FC1(CN(CCC1)C(=O)O)C=1SC(=NN1)C1=C(C=CC=C1)OC(F)(F)F 3-fluoro-3-(5-(2-(trifluoromethoxy)phenyl)-1,3,4-thiadiazol-2-yl)piperidine-1-carboxylic acid